ClC=1C=C(C=C(C1)Cl)N1CCN(CC1)S(=O)(=O)C1CCC(CC1)=O 4-[4-(3,5-Dichlorophenyl)piperazin-1-yl]sulfonylcyclohexanone